O(S(=O)(=O)C(F)(F)F)C=1C(=NC(=C2C=C(C(N(C12)C)=O)C1(CCN(CC1)C(C)=O)O)N[C@H](C)C1=C(C(=CC=C1)C(F)F)F)C (R)-3-(1-acetyl-4-hydroxypiperidin-4-yl)-5-((1-(3-(difluoromethyl)-2-fluorophenyl) ethyl) amino)-1,7-dimethyl-2-oxo-1,2-dihydro-1,6-naphthyridin-8-yl triflate